((6-(2-((4-((1R,5S)-8-azabicyclo[3.2.1]octan-3-yl)phenyl)amino)-6-cyclopropyl-7H-pyrrolo[2,3-d]pyrimidin-7-yl)pyridin-2-yl)imino)dimethyl-λ6-sulfanone [C@H]12CC(C[C@H](CC1)N2)C2=CC=C(C=C2)NC=2N=CC1=C(N2)N(C(=C1)C1CC1)C1=CC=CC(=N1)N=S(=O)(C)C